[2-(3,5-difluorophenoxy)pyrimidin-5-yl]boronic acid FC=1C=C(OC2=NC=C(C=N2)B(O)O)C=C(C1)F